3-ethyl-3-phenoxymethyl-oxetane C(C)C1(COC1)COC1=CC=CC=C1